N-(cyclopropylmethyl)-4-[6-(2,6-dihydroxy-3-nitrobenzoyl)pyrazolo[1,5-a]pyrimidin-2-yl]benzamide C1(CC1)CNC(C1=CC=C(C=C1)C1=NN2C(N=CC(=C2)C(C2=C(C(=CC=C2O)[N+](=O)[O-])O)=O)=C1)=O